COC(C1=CC(=C(C(=C1)OC)C(=O)OC)OC)OC 3,5-dimethoxyl-4-methoxycarbonyl-benzaldehyde dimethyl ketal